1-((2,4-dimethylthiazol-5-yl)methyl)-N-(3-methyloxetan-3-yl)-3-((2-methylthiazol-5-yl)methyl)-2,4-dioxo-1,2,3,4-tetrahydroquinazolin-6-sulfonamide CC=1SC(=C(N1)C)CN1C(N(C(C2=CC(=CC=C12)S(=O)(=O)NC1(COC1)C)=O)CC1=CN=C(S1)C)=O